chromium trioxide molybdenum [Mo+4].[O-2].[O-2].[O-2].[Cr+3]